C(CCCCCCCC(=O)OCCCCCCCC)(=O)OCC(COC(CCC(OCCCCCCCC)OCCCCCCCC)=O)CO 1-(3-((4,4-bis(octyloxy)butanoyl)oxy)-2-(hydroxymethyl)propyl) 9-octyl nonanedioate